N1C=CC=CC=C1N Azepin-7-amine